N1=C(C=CC=C1)C1=CC=C(CN2N=C3C(C(N(C=4N3CC(N4)(C)C)C)=O)=C2NC2=CC=C(C=C2)F)C=C1 7,8-Dihydro-2-(4-(pyridine-2-yl)benzyl)-3-(4-fluorophenylamino)-5,7,7-trimethyl-[2H]-imidazo-[1,2-a]pyrazolo[4,3-e]pyrimidin-4(5H)-one